5-(3-(3-methyl-2-oxooctahydro-1H-benzo[d]imidazole-1-yl)piperidin-1-yl)pyrazine-2-carboxamide CN1C(N(C2C1CCCC2)C2CN(CCC2)C=2N=CC(=NC2)C(=O)N)=O